azido-1-methyl-4-(6-(2,2,2-trifluoroacetamido)hexyl)-3,4-dihydro-2H-pyrrol-1-ium hexa-fluorophosphate F[P-](F)(F)(F)(F)F.N(=[N+]=[N-])C1[N+](=CC(C1)CCCCCCNC(C(F)(F)F)=O)C